tert-butyl piperazine-1-yl-carboxylate N1(CCNCC1)C(=O)OC(C)(C)C